2-amino-6-fluoro-N-(4-(pyridin-3-yloxy)pyridin-3-yl)pyrazolo[1,5-a]pyrimidine-3-carboxamide NC1=NN2C(N=CC(=C2)F)=C1C(=O)NC=1C=NC=CC1OC=1C=NC=CC1